ClN1C(=C(C2=CC=CC(=C12)OC)C=1C=NNC1)C1=NC(=NN1)C(F)(F)F chloro-7-methoxy-3-(1H-pyrazol-4-yl)-2-(3-(trifluoromethyl)-1H-1,2,4-triazol-5-yl)-1H-indole